4-((4-(1-Isopropyl-1H-pyrazol-4-yl)pyrimidin-2-yl)((4-(4-methoxy-3-methylphenyl)bicyclo[2.2.2]octan-1-yl)methyl)carbamoyl)(trans-cyclohexyl) 3-hydroxyazetidine-1-carboxylate OC1CN(C1)C(=O)O[C@@H]1CC[C@H](CC1)C(N(CC12CCC(CC1)(CC2)C2=CC(=C(C=C2)OC)C)C2=NC=CC(=N2)C=2C=NN(C2)C(C)C)=O